CS(=O)(=NC[C@@H]1CNCCO1)C (S)-dimethyl((morpholin-2-ylmethyl)imino)-λ6-sulfanone